BrC1=C(C=C2C(N(C=NC2=C1)CC(C=CC(CCCBr)O)=O)=O)Cl 7-bromo-3-(8-bromo-5-hydroxy-2-oxo-3-octenyl)-6-chloro-4(3H)-quinazolinone